C(C)(C)(C)N(C(O)=O)C=1C=CC2=C(CCC3=CNN=C23)C1.C(#N)N1CC=2N=CN=C(C2C1)N1CCC(CC1)OC1=C(C(=O)N)C=CC=C1 2-((1-(6-cyano-6,7-dihydro-5H-pyrrolo[3,4-d]pyrimidin-4-yl)piperidin-4-yl)oxy)benzamide tert-butyl-(4,5-dihydro-2H-benzo[g]indazol-7-yl)carbamate